CN1CCN(CC1)CC1=C(C=C(C=C1)NC(=O)C1=CC=C2CCN(C2=C1)CC=1C=C2C(=NC1)NN=C2N2CCOCC2)C(F)(F)F N-[4-[(4-methylpiperazin-1-yl)methyl]-3-(trifluoromethyl)phenyl]-1-[(3-morpholino-1H-pyrazolo[3,4-b]pyridin-5-yl)methyl]indoline-6-carboxamide